ClC1=C(N=C(C=2C(N3[C@@H](COC21)CN(CC3)C(=O)OC(C)(C)C)=O)F)C3=C(C=CC=C3)F tert-Butyl (R)-4-chloro-1-fluoro-3-(2-fluorophenyl)-12-oxo-6a,7,9,10-tetrahydro-12H-pyrazino[2,1-c]pyrido[3,4-f][1,4]oxazepine-8(6H)-carboxylate